NC1=C(C=2C(=NC(=CN2)O)N1C1=C(C=CC(=C1)OCOC)C)C#N 6-amino-3-hydroxy-5-[5-(methoxymethyloxy)-2-methyl-phenyl]pyrrolo[2,3-b]pyrazine-7-carbonitrile